propoxymagnesium bromide C(CC)O[Mg]Br